(5-(4-(1,3-dioxolan-2-yl)naphthalen-1-yl)-1,2,4-oxadiazol-3-yl)-2-isopropoxybenzonitrile O1C(OCC1)C1=CC=C(C2=CC=CC=C12)C1=NC(=NO1)C=1C(=C(C#N)C=CC1)OC(C)C